C(CCC(=O)OCCCO[N+](=O)[O-])(=O)OCCCO[N+](=O)[O-] bis(3-(nitroxy) propyl) succinate